NC1(C(C(CCC1)O)=O)C1=CC=C(C=C1)C(F)(F)F 2-amino-6-hydroxy-2-(4-(trifluoromethyl)phenyl)cyclohexan-1-one